(6-((4-chloro-2-fluorobenzyl)oxy)-3-fluoropyridin-2-yl)piperidine-1-carboxylic acid tert-butyl ester C(C)(C)(C)OC(=O)N1C(CCCC1)C1=NC(=CC=C1F)OCC1=C(C=C(C=C1)Cl)F